ClC=1C=C(CN2N=C3N(CCCC3)C2=O)C=CC1Cl (5RS)-2-(3,4-Dichlorobenzyl)-3-oxo-2,3,5,6,7,8-hexahydro[1,2,4]triazolo[4,3-a]pyridin